C1CCCC(CCC1)C2CCCCCCO2 oxabicyclooctane